(R)-1-(2-chloro-5-fluoropyridin-3-yl)ethyl (1-methyl-4-(5-(6-(trifluoromethyl)nicotinamido)pyrimidin-2-yl)-1H-1,2,3-triazol-5-yl)carbamate CN1N=NC(=C1NC(O[C@H](C)C=1C(=NC=C(C1)F)Cl)=O)C1=NC=C(C=N1)NC(C1=CN=C(C=C1)C(F)(F)F)=O